methyl (E)-2-methyl-3-(4,4,5,5-tetramethyl-1,3,2-dioxaborolan-2-yl)prop-2-enoate C/C(/C(=O)OC)=C\B1OC(C(O1)(C)C)(C)C